5-(1-(3,5-dichloropyridin-4-yl)ethoxy)-N-(4-((3S,SR)-3,5-dimethylpiperazin-1-yl)-3-fluorophenyl)-1H-indazole-3-carboxamide ClC=1C=NC=C(C1C(C)OC=1C=C2C(=NNC2=CC1)C(=O)NC1=CC(=C(C=C1)N1C[C@@H](N[C@H](C1)C)C)F)Cl |&1:32|